C(C=C)N(C=NC1=C(C=C(C(=C1)C)N(C)C1=CC(=CC=C1)Cl)C)C N-Allyl-N'-(4-((3-chlorophenyl)(methyl)amino)-2,5-dimethylphenyl)-N-methylformimidamide